5-Oxo-5,6-dihydro[1,2,4]triazolo[1,5-c]quinazolin-2-carboxylic acid ethyl ester C(C)OC(=O)C1=NN2C(NC=3C=CC=CC3C2=N1)=O